2-[(4-bromoindazol-2-yl)methoxy]ethyl-trimethyl-silane BrC=1C2=CN(N=C2C=CC1)COCC[Si](C)(C)C